(S)-2-(1-(2-(4-(5-(3,5-difluorophenyl)-4,5-dihydro-1H-pyrazole-1-carbonyl)piperazin-1-yl)-5-fluoropyrimidin-4-carbonyl)azetidin-3-yl)acetonitrile FC=1C=C(C=C(C1)F)[C@@H]1CC=NN1C(=O)N1CCN(CC1)C1=NC=C(C(=N1)C(=O)N1CC(C1)CC#N)F